tert-butyl (3-fluoropropyl)(4-methylphenethyl)carbamate FCCCN(C(OC(C)(C)C)=O)CCC1=CC=C(C=C1)C